S-hydroxymethylthioacetate OCS=C(C)[O-]